Cl.FC=1C=C2/C(/C(NC2=CC1)=O)=C/C1=C(C(=CN1)NC(CC1NCCC1)=O)C (Z)-N-(5-((5-fluoro-2-oxoindol-3-ylidene)methyl)-4-methyl-1H-pyrrol-3-yl)-2-(pyrrolidin-2-yl)acetamide hydrochloride